FC(C(=O)O)(F)F.CN1N=CC2=CC(=CC=C12)C(=O)NC=1C=CC=2N(C1)C=C(N2)[C@@]2(NCCC2)C |r| rac-1-methyl-N-[2-(2-methylpyrrolidin-2-yl)imidazo[1,2-a]pyridin-6-yl]indazole-5-carboxamide trifluoroacetate